5-[(7-chloro-1H-indol-3-yl)methyl]-3-methyl-2,4-imidazolidinedione ClC=1C=CC=C2C(=CNC12)CC1C(N(C(N1)=O)C)=O